S1NCC(C1)=O (2H)-isothiazolinone